N(=[N+]=[N-])C[C@@H](CCC(=O)O)C1=CC(=C(C=C1)OC)OC1CCCC1 (S)-5-azido-4-(3-(cyclopentyloxy)-4-methoxyphenyl)pentanoic acid